N[C@H]1CS(C2=C(N(C1=O)CC1=CC=C(C=C1)Cl)C=C(C(=C2)F)C=2N=NN(N2)CC(C(F)(F)F)N)(=O)=O (3R)-3-amino-7-[2-(2-amino-3,3,3-trifluoro-propyl)tetrazol-5-yl]-5-[(4-chlorophenyl)meth-yl]-8-fluoro-1,1-dioxo-2,3-dihydro-1λ6,5-benzothiazepin-4-one